FC1(CC(C1)NC1=NC=CC2=CC=C(C=C12)C1=NOC(=N1)C)C(=O)NC=1SC(=C(N1)C)C(=O)OC(C)(C)C tert-butyl 2-((1r,3r)-1-fluoro-3-((7-(5-methyl-1,2,4-oxadiazol-3-yl)isoquinolin-1-yl)amino)cyclobutane-1-carboxamido)-4-methylthiazole-5-carboxylate